3-fluoro-4-((8-isopropoxy-7-(1H-pyrazol-4-yl)-[1,2,4]triazolo[1,5-c]pyrimidin-2-yl)amino)-5-methylbenzenesulfonyl chloride FC=1C=C(C=C(C1NC1=NN2C=NC(=C(C2=N1)OC(C)C)C=1C=NNC1)C)S(=O)(=O)Cl